1,3-dimethyl-1,3,5-triazine CN1CN(CN=C1)C